FC(N1N=C(C(=C1)C1=NN=C(O1)[C@]1(C(NCC1)=O)C=C)NC1=CC=C(C=C1)C(F)(F)F)(F)F (R)-3-(5-(1-(trifluoromethyl)-3-((4-(trifluoromethyl)phenyl)amino)-1H-pyrazol-4-yl)-1,3,4-oxadiazol-2-yl)-3-vinylpyrrolidin-2-one